1-(5-bromo-2-thienyl)pyrazole methyl-4-bromo-2-((1r,2s)-1-cyano-2-fluorocyclopropyl)benzoate COC(C1=C(C=C(C=C1)Br)[C@@]1([C@H](C1)F)C#N)=O.BrC1=CC=C(S1)N1N=CC=C1